2-(6-(4-(6-((6-acetyl-8-cyclopentyl-5-methyl-7-oxo-7,8-dihydropyrido[2,3-d]pyrimidin-2-yl)amino)pyridin-3-yl)piperazin-1-yl)-6-oxohexanamido)-N-(4,5-dimethylthiazol-2-yl)benzamide C(C)(=O)C1=C(C2=C(N=C(N=C2)NC2=CC=C(C=N2)N2CCN(CC2)C(CCCCC(=O)NC2=C(C(=O)NC=3SC(=C(N3)C)C)C=CC=C2)=O)N(C1=O)C1CCCC1)C